ethyl 2-bromo-4-(trifluoromethyl)benzo[d]thiazole-6-carboxylate BrC=1SC2=C(N1)C(=CC(=C2)C(=O)OCC)C(F)(F)F